[Fe-4](C#N)(C#N)(C#N)(C#N)(C#N)C#N.[K+].[Cu+2] copper-potassium ferrocyanide